[Sn].[Ni].[Fe] iron nickel-tin